Diisodecyl azelate C(CCCCCCCC(=O)OCCCCCCCC(C)C)(=O)OCCCCCCCC(C)C